C(C)(C)(C)OC(=O)N1[C@H](CC[C@@H](C1)NC(=O)C=1N=CC=2N(C1)C=C(C2)Cl)C=2OC(=NN2)OCCOC(F)(F)F (2r,5s)-5-{7-chloropyrrolo[1,2-a]pyrazine-3-amido}-2-{5-[2-(trifluoromethoxy)ethoxy]-1,3,4-oxadiazol-2-yl}piperidine-1-carboxylic acid tert-butyl ester